3'-azido-3'-deoxycytidine N(=[N+]=[N-])[C@H]1[C@H]([C@@H](O[C@@H]1CO)N1C(=O)N=C(N)C=C1)O